7-pyrenyldiboronic acid C1=CC=C2C=CC3=CC(=CC4=CC=C1C2=C34)B(O)OBO